decahydro-2,5,5,8a-tetramethyl-2-naphthalenyl acetate C(C)(=O)OC1(CC2(CCCC(C2CC1)(C)C)C)C